OCCN(CCOCCOCCOCCNC(OC(C)(C)C)=O)CC#C tert-butyl (12-(2-hydroxyethyl)-3,6,9-trioxa-12-azapentadec-14-yn-1-yl)carbamate